C(C)(=O)NC=1C(=C(OCC(=O)O)C=CC1)C=O 3-acetamido-2-formylphenoxyacetic acid